OC(C)(C)C1=NC=C(C=N1)C(=O)OC methyl 2-(2-hydroxypropan-2-yl)pyrimidine-5-carboxylate